3-(4-ethylphenyl)-N-hydroxypropanimidamide C(C)C1=CC=C(C=C1)CCC(NO)=N